CC(CS)CCC 2-methyl-1-pentyl thiol